4-bromo-N-(2,2-diethoxyethyl)-3-methyl-benzenesulfonamide BrC1=C(C=C(C=C1)S(=O)(=O)NCC(OCC)OCC)C